ClC=1C(=NC(=C(N1)Cl)CC)C(=O)NC 3,5-Dichloro-6-ethyl-N-methylpyrazine-2-carboxamide